C(C1=CC=CC=C1)N1C(C(=C(C=C1)CN1CCOCC1)O)=O 1-benzyl-3-hydroxy-4-(morpholin-4-ylmethyl)pyridin-2(1H)-one